(S)-6-chloro-4-(cyclopropylethynyl)-1,4-dihydro-4-(trifluoromethyl)-2H-3,1-benzoxazin-2-one ClC=1C=CC2=C([C@](OC(N2)=O)(C(F)(F)F)C#CC2CC2)C1